O=S1(CCN(CC1)NC1=C(C=C(C=C1)S(=O)(=O)NC(C1=C(C=CC=C1)OC=1C=C2C(=NC1)NC=C2)=O)[N+](=O)[O-])=O N-({4-[(1,1-dioxothiomorpholin-4-yl)amino]-3-nitrophenyl}sulfonyl)-2-(1H-pyrrolo[2,3-b]pyridin-5-yloxy)benzamide